4-ethyl-2-propyl-2,3,4,6,7,8-hexahydro-5H-chromen-5-one C(C)C1CC(OC=2CCCC(C12)=O)CCC